NN1C(=NC(=C1C(N)=O)C1=CC=C(C=C1)C(NC1=NC=CC(=C1)CC)=O)C1CC2(CN(C2)C(=O)OC(C)(C)C)C1 tert-butyl 6-(1-amino-5-carbamoyl-4-(4-((4-ethylpyridin-2-yl) carbamoyl) phenyl)-1H-imidazol-2-yl)-2-azaspiro[3.3]heptane-2-carboxylate